(2-((3-(benzylamino)-4-(cyclohexylamino)phenyl)sulfonamido)ethyl)carbamic acid tert-butyl ester C(C)(C)(C)OC(NCCNS(=O)(=O)C1=CC(=C(C=C1)NC1CCCCC1)NCC1=CC=CC=C1)=O